2-((4-(dihydroxymethyl)-6-methoxypyridin-3-yloxy)methyl)imidazo[1,2-a]pyridine-8-carboxamide OC(C1=C(C=NC(=C1)OC)OCC=1N=C2N(C=CC=C2C(=O)N)C1)O